(S)-N-(4-([1,2,4]triazolo[1,5-a]pyridin-7-yloxy)-3-methylphenyl)-3-ethyl-1,2,3,4,4a,5-hexahydropyrazino[1,2-d]pyrimido[4',5':5,6]pyrido[3,2-b][1,4]oxazin-11-amine N=1C=NN2C1C=C(C=C2)OC2=C(C=C(C=C2)NC2=NC=NC1=CC=3OC[C@H]4N(C3N=C12)CCN(C4)CC)C